1,3-dioxanedione C1COC(=O)OC1=O